[I-].OC(CN1C=[N+](C=C1)CC1=CC=C(C=C1)C=C)COC1=CC=C(C=C1)OC 1-(2-hydroxy-3-(4-methoxyphenoxy)-propan-1-yl)-3-(4-vinylbenzyl)-1H-imidazolium iodide